ClC=1C=CC=2C(=C3N(C2C1C=1C(=NN(C1C)C)C)[C@@H](CN=C3)C)CCCOC3=CC(=C(C(=C3)C)Cl)C (P,R)-7-chloro-10-(3-(4-chloro-3,5-dimethylphenoxy)propyl)-4-methyl-6-(1,3,5-trimethyl-1H-pyrazol-4-yl)-3,4-dihydropyrazino[1,2-a]indol